C=1(C(=CC=CC1)C(=O)[O-])C1=CC=CC=C1.[Li+] lithium biphenylate